N(=[N+]=[N-])CCCCCCCCCCCCOCCOCCOCCOCCO[Si](C)(C)C(C)(C)C 1-azido-24-(t-butyldimethylsilyloxy)-13,16,19,22-tetraOxatetracosane